C(=O)C1=CC=C(C=C1)C=1N=C(C2=C(N1)N(C=C2)C2=CC=CC=C2)C2=CC=C(C=C2)C=O 2,4-Bis(4-formylphenyl)-7-phenyl-7H-pyrrolo[2,3-d]pyrimidine